(5s,8s)-5-fluoro-N-(2-fluoro-3-(trifluoromethyl)benzyl)-8-hydroxy-5,6,7,8-tetrahydroquinoline-5-carboxamide F[C@@]1(C=2C=CC=NC2[C@H](CC1)O)C(=O)NCC1=C(C(=CC=C1)C(F)(F)F)F